C1(=CC=C(C=C1)P(C1=CC=C(C=C1)C)C1=CC=C(C=C1)C)C.C1(=CC=C(C=C1)P(C1=CC=C(C=C1)C)C1=CC=C(C=C1)C)C.C1(=CC=C(C=C1)P(C1=CC=C(C=C1)C)C1=CC=C(C=C1)C)C.C1(=CC=C(C=C1)P(C1=CC=C(C=C1)C)C1=CC=C(C=C1)C)C.[Pd] palladium tetrakis(tri(p-tolyl)phosphine)